(R)-N,1-dimethylpyrrolidin-3-amine CN[C@H]1CN(CC1)C